3-(3-(1-hydroxycyclopropyl)phenyl)-1-isopropyl-N-(3-methyl-1,1-dioxidothietan-3-yl)-1H-pyrazolo[4,3-b]pyridine-6-carboxamide OC1(CC1)C=1C=C(C=CC1)C1=NN(C=2C1=NC=C(C2)C(=O)NC2(CS(C2)(=O)=O)C)C(C)C